4,5α-Epoxy-14-hydroxy-3-methoxy-17-methyl-6-morphinanon O[C@@]12CCC([C@H]3[C@]14C=1C(=C(C=CC1C[C@H]2N(CC4)C)OC)O3)=O